C1(=CC=CC2=CC3=CC=CC=C3C=C12)NC(C=C)=O acrylic acid anthracenyl amide